Methyl 2-((7-oxo-5,7-dihydro-6H-pyrrolo[3,4-b]pyridin-6-yl)methyl)benzofuran-7-carboxylate O=C1N(CC=2C1=NC=CC2)CC=2OC1=C(C2)C=CC=C1C(=O)OC